ClC=1C=C(C(=C(C1)O)C1=NC=2C(=NC=C(N2)N2CC[C@H]3[C@@H]2CN(CC3)C)N1C)C |o1:19,20| 5-chloro-3-methyl-2-[1-methyl-5-[rel-(3aS,7aR)-6-methyl-3,3a,4,5,7,7a-hexahydro-2H-pyrrolo[2,3-c]pyridin-1-yl]imidazo[4,5-b]pyrazin-2-yl]phenol